C6-chloro-N-[(3R)-1-ethyl-3-piperidinyl]-5-(trifluoromethyl)pyridazin-3-amine ClC1=C(C=C(N=N1)N[C@H]1CN(CCC1)CC)C(F)(F)F